5-bromo-7-fluoro-6-methoxy-1,2,3,4-tetrahydronaphthalene BrC1=C2CCCCC2=CC(=C1OC)F